N-[[4-[5-amino-4-cyano-1-(4-methylthiazol-2-yl)pyrazol-3-yl]phenyl]methyl]-2-methoxy-benzamide NC1=C(C(=NN1C=1SC=C(N1)C)C1=CC=C(C=C1)CNC(C1=C(C=CC=C1)OC)=O)C#N